((2-tert-butoxy-2-oxoethyl)amino)benzo[e][1,2,4]triazine-1,4-dioxide C(C)(C)(C)OC(CNC=1N=[N+](C2=C([N+]1[O-])C=CC=C2)[O-])=O